3-Methoxy-4-{[3-(4-{[(1S,4S)-4-[(3S,4S)-3,4-dihydroxypyrrolidin-1-yl]cyclohexyl]amino}-1-(2,2,2-trifluoroethyl)-1H-indol-2-yl)prop-2-yn-1-yl]amino}benzene-1-sulfonamide COC=1C=C(C=CC1NCC#CC=1N(C2=CC=CC(=C2C1)NC1CCC(CC1)N1C[C@@H]([C@H](C1)O)O)CC(F)(F)F)S(=O)(=O)N